P(=O)(O)(O)O.O1CCC=C1 dihydrofuran phosphate salt